isocyanatomethyl-triethoxysilane N(=C=O)C[Si](OCC)(OCC)OCC